[N+](=O)([O-])OC1=CC=CC=C1 O-nitro-Phenol